[Na+].[Na+].C(#CC)P([O-])(=O)[O-] 1-propynephosphonic acid disodium salt